O(C1=CC=CC=C1)C=1C=C(C(=O)C2=CC=C(C=C2)OC2=CC=CC=C2)C=CC1 3,4'-diphenoxybenzophenone